FC=1C=2CCCC2C(=C2CCCC12)NC(=O)NS(C1=CC(=CO1)C(=O)O)(=O)=N 5-([[(8-fluoro-1,2,3,5,6,7-hexahydro-s-indacen-4-yl)carbamoyl]amino](imino)oxo-lambda6-sulfanyl)furan-3-carboxylic acid